FC(CN1N=CC=2C1=NC(=CN2)N2C[C@H](C[C@H](C2)C)CN(C21CC(C2)C1)C)F N-(((3R,5R)-1-(1-(2,2-difluoroethyl)-1H-pyrazolo[3,4-b]pyrazin-6-yl)-5-methylpiperidin-3-yl)methyl)-N-methylbicyclo[1.1.1]pentan-1-amine